O=C1NC(CCC1OC=1C=CC(=NC1)N1CCC(CC1)CN1CCNCC1)=O 4-((1-(5-((2,6-dioxopiperidin-3-yl)oxy)pyridin-2-yl)piperidin-4-yl)methyl)piperazin